2-(4-Cyclopropyl-6-methoxypyrimidin-5-yl)-9-([4-[5-ethyl-3-(trifluoromethyl)pyrazol-1-yl]phenyl]methyl)-7H-purin-8-one C1(CC1)C1=NC=NC(=C1C1=NC=C2NC(N(C2=N1)CC1=CC=C(C=C1)N1N=C(C=C1CC)C(F)(F)F)=O)OC